C(#N)C=1C=CC(=NC1)N[C@@H]1CC[C@H](CC1)N(C(C1=CC=CC=C1)=O)C1=CC=C(C=C1)C=1C=NN(C1)C N-(trans-4-((5-cyanopyridin-2-yl)amino)cyclohexyl)-N-(4-(1-methyl-1H-pyrazol-4-yl)phenyl)benzamide